Tetrabutylammonium nitrat [N+](=O)([O-])[O-].C(CCC)[N+](CCCC)(CCCC)CCCC